7-chloro-N-[6-(2,2-difluoroethoxy)-5-fluoro-2-methoxy-3-pyridinyl]-8-methoxy-imidazo[1,2-a]pyridine-3-sulfonamide ClC1=C(C=2N(C=C1)C(=CN2)S(=O)(=O)NC=2C(=NC(=C(C2)F)OCC(F)F)OC)OC